F[C@@H]1C(NC(C[C@@H]1N1CCC2=C1N=NC(=C2)C2=CC1=C(N(N=N1)C)C=C2O)(C)C)(C)C 5-{7-[(3S,4S)-3-fluoro-2,2,6,6-tetramethylpiperidin-4-yl]-6,7-dihydro-5H-pyrrolo[2,3-c]pyridazin-3-yl}-1-methyl-1H-benzotriazol-6-ol